CC1COC2=C(C=3N1C=NC3)C=C(C=C2)C(=O)N[C@H]2COCCC2 5-Methyl-N-((R)-tetrahydro-2H-pyran-3-yl)-5,6-dihydrobenzo[f]imidazo[1,5-d][1,4]oxazepine-10-carboxamide